OC(CCOC(CCO)C)C 3-(3-hydroxybutoxy)-1-butanol